C(CC)NCCC N-propyl-propanamine